(1R,2S,4R)-2-(hydroxymethyl)-2-(methoxymethyl)-4-phenylquinuclidin-3-one OC[C@]1(N2CCC(C1=O)(CC2)C2=CC=CC=C2)COC